C(C)(=O)C=1NC2=CC=C(C=C2C1C=1N=NN(C1)C1CCN(CC1)CCNS(=O)(=O)C1=CC=C(C=C1)CC(C)C)F N-(2-(4-(4-(2-acetyl-5-fluoro-1H-indol-3-yl)-1H-1,2,3-triazol-1-yl)piperidin-1-yl)ethyl)-4-isobutylbenzenesulfonamide